butyl 7-(2,6-bis(benzyloxy)pyridin-3-yl)-3,4-dihydroisoquinoline-2(1H)-carboxylate C(C1=CC=CC=C1)OC1=NC(=CC=C1C1=CC=C2CCN(CC2=C1)C(=O)OCCCC)OCC1=CC=CC=C1